(12R,16R)-13-ethyl-8-methoxy-12-methyl-16-(3,3,3-trifluoropropyl)-12,13,16,17,18,19,20,21-octahydro-6,23:11,7-di(azeno)imidazo[2,1-c][1,4,10,13,15]oxatetraazacyclohenicosin-14(15H)-one C(C)N1[C@@H](C=2N=CC(=C(C3=CN4C(C(OCCCCC[C@@H](NC1=O)CCC(F)(F)F)=N3)=NC=C4)N2)OC)C